(2r,5s)-2-(1,3-bis(4-fluorophenyl)-1H-pyrazol-4-yl)-3-(4-ethoxyphenethyl)-5-methyl-oxazolidin-4-one FC1=CC=C(C=C1)N1N=C(C(=C1)[C@H]1O[C@H](C(N1CCC1=CC=C(C=C1)OCC)=O)C)C1=CC=C(C=C1)F